C(C(C)C)(=O)OCC1=C[C@H]([C@@H](O1)N1C(=O)N=C(N)C=C1)O 3'-Deoxy-3',4'-didehydro-5'-O-isobutyroyl-cytidine